(2S,5R)-N-((5-fluoropyridin-2-yl)sulfonyl)-6-hydroxy-7-oxo-1,6-diazabicyclo[3.2.1]octane-2-carboximidamide FC=1C=CC(=NC1)S(=O)(=O)NC(=N)[C@H]1N2C(N([C@H](CC1)C2)O)=O